3-((2,2-dimethyl-1,3-dioxolan-4-yl)methoxy)-2,2-bis(((2,2-dimethyl-1,3-dioxolan-4-yl)methoxy)methyl)propan-1-ol CC1(OCC(O1)COCC(CO)(COCC1OC(OC1)(C)C)COCC1OC(OC1)(C)C)C